1-(3-methoxy-4-(((6-(piperidin-4-yl)-pyridin-2-yl)oxy)methyl)phenyl)-2-methylpropan-1-one COC=1C=C(C=CC1COC1=NC(=CC=C1)C1CCNCC1)C(C(C)C)=O